(6-butyl-5-((2-fluorophenyl)(methyl)amino)-2,4-dihydroxypyridin-3-yl)(3-(3,5-difluoropyridin-2-yl)pyrrolidin-1-yl)methanone C(CCC)C1=C(C(=C(C(=N1)O)C(=O)N1CC(CC1)C1=NC=C(C=C1F)F)O)N(C)C1=C(C=CC=C1)F